C(C)(C)C1(C=C(CC1)CC(C=O)C)C 3-(3-Isopropyl-3-methylcyclopent-1-en-1-yl)-2-methylpropanal